FC(C1=NN(C=C1)C(C(=O)O)CC)(F)F 2-[3-(trifluoromethyl)-1H-pyrazol-1-yl]butyric acid